1-hexyl-3-butyl-1,2,3-triazolium chloride [Cl-].C(CCCCC)[N+]1=NN(C=C1)CCCC